O=C1CN(CCC1C(=O)OCC)C(=O)OC(C)(C)C O1-tert-butyl O4-ethyl 3-oxopiperidine-1,4-dicarboxylate